C(C)(C)[N-]C(CCCCCCCCCCCCCCC)=O N-isopropyl-palmitoyl-amide